copper-lithium-iron [Fe].[Li].[Cu]